ClC1=CC=C(C(=N1)N1CC2N(CC1)C(OC2)=O)NC(C)C=2C=C(C=C1C(N3CCCN4N=CC(C21)=C43)=O)C 7-(6-chloro-3-((1-(8-methyl-6-oxo-4,5-dihydro-3H,6H-2,2a,5a-triazaaceanthrylen-10-yl)ethyl)amino)pyridin-2-yl)hexahydro-3H-oxazolo[3,4-a]pyrazin-3-one